6,6'-methylenebis(2-bromo-4,5-dimethylphenol) C(C1=C(C(=CC(=C1O)Br)C)C)C1=C(C(=CC(=C1O)Br)C)C